tert-butyl (S)-5-(3-(2-((tert-butoxycarbonyl)amino)-3-oxo-3-(piperidin-1-yl)propyl)phenyl)pentanoate C(C)(C)(C)OC(=O)N[C@@H](CC=1C=C(C=CC1)CCCCC(=O)OC(C)(C)C)C(N1CCCCC1)=O